Tert-butyl-5-(5-chloropyrimidin-2-yl)-5-hydroxy-2-azabicyclo[2.2.1]heptane-2-carboxylate C(C)(C)(C)OC(=O)N1C2CC(C(C1)C2)(O)C2=NC=C(C=N2)Cl